thiophenyldiphenyl-sulfonium hexafluoroantimonate F[Sb-](F)(F)(F)(F)F.S1C(=CC=C1)[S+](C1=CC=CC=C1)C1=CC=CC=C1